NC=1C(=NC=C(C1)B(O)O)C#N 3-AMINO-2-CYANOPYRIDINE-5-BORONIC ACID